C12(CC3CC(CC(C1)C3)C2)CS(=O)(=O)NC(=O)C=2N=NC(=CC2)N2CCN(CC2)C(C2=CC(=CC(=C2)C(F)(F)F)N2N=CC(=C2)C=2C=NC=C(C2)O)=O N-(1-Adamantylmethylsulfonyl)-6-[4-[3-[4-(5-hydroxypyridin-3-yl)pyrazol-1-yl]-5-(trifluoromethyl)benzoyl]piperazin-1-yl]pyridazine-3-carboxamide